3-(4-isopropylphenyl)butanal C(C)(C)C1=CC=C(C=C1)C(CC=O)C